BrC=1C=C2C(=C(/C(/C2=CC1)=C/C1=CC=C(C=C1)COC1=CC=C(C=C1)Cl)C)CC(=O)O (Z)-2-(5-Bromo-1-(4-((4-chlorophenoxy)methyl)benzylidene)-2-methyl-1H-inden-3-yl)acetic acid